2-(5-bromo-2-(methylthio)pyrimidin-4-yl)-N-(2,6-dichlorophenyl)-4-ethyl-4,5-dihydro-1H-imidazol-1-amine BrC=1C(=NC(=NC1)SC)C=1N(CC(N1)CC)NC1=C(C=CC=C1Cl)Cl